argon 2-bromoisonicotinaldehyde BrC=1C=C(C=O)C=CN1.[Ar]